2-((R)-4-isopropyl-2-oxoimidazolidin-1-yl)-N-methyl-5-nitro-2,3-dihydro-1H-indene-2-carboxamide C(C)(C)[C@H]1NC(N(C1)C1(CC2=CC=C(C=C2C1)[N+](=O)[O-])C(=O)NC)=O